tert-Butyl ((2-(((3R*,4R*)-4-(3-((4,4-difluorocyclohexyl)amino)propyl)tetrahydrofuran-3-yl)oxy)-4-methylphenyl)sulfonyl)-L-prolinate FC1(CCC(CC1)NCCC[C@H]1[C@H](COC1)OC1=C(C=CC(=C1)C)S(=O)(=O)N1[C@@H](CCC1)C(=O)OC(C)(C)C)F |o1:11,12|